1-oxo-4-(pyridin-4-yl)isoindoline-2-carboxylic acid tert-butyl ester C(C)(C)(C)OC(=O)N1C(C2=CC=CC(=C2C1)C1=CC=NC=C1)=O